2-fluoro-1-(3-(7-(1-(1-methylazetidin-3-yl)-1H-pyrazol-4-yl)-3-(6-(trifluoromethyl)pyridin-3-yl)-1H-pyrazolo[4,3-b]pyridin-1-yl)azetidin-1-yl)prop-2-en-1-one FC(C(=O)N1CC(C1)N1N=C(C2=NC=CC(=C21)C=2C=NN(C2)C2CN(C2)C)C=2C=NC(=CC2)C(F)(F)F)=C